N-(4-(6-fluoro-11-methyl-7-((4-methylpyrimidin-2-yl)oxy)-5,11-dihydro-4H-1,3,4,11-Tetraazadibenzo[cd,h]azulene-10-yl)phenyl)methacrylamide FC=1C2=C3C(C=NC3=C3C(C1OC1=NC=CC(=N1)C)=CC=C(N3C)C3=CC=C(C=C3)NC(C(=C)C)=O)=NNC2